(E)-7-(3-(cyclopropylmethoxy)-4-(difluoromethoxy)styryl)-2,3-dihydro-1H-inden-1-one C1(CC1)COC=1C=C(/C=C/C=2C=CC=C3CCC(C23)=O)C=CC1OC(F)F